4-fluoro-N-((1S,3r)-3-(4-(2-fluorophenyl)-5-(thiazol-2-yl)-4H-1,2,4-triazol-3-yl)cyclobutyl)benzamide FC1=CC=C(C(=O)NC2CC(C2)C2=NN=C(N2C2=C(C=CC=C2)F)C=2SC=CN2)C=C1